(R)-N-cyclobutyl-N,3-dimethylpyrrolidin-3-amine C1(CCC1)N([C@]1(CNCC1)C)C